L-valyl-L-alanylglycylglycine N[C@@H](C(C)C)C(=O)N[C@@H](C)C(=O)NCC(=O)NCC(=O)O